(3-Chloro-2,4-dimethyl-5,7-dihydropyrrolo[3,4-b]pyridin-6-yl)-[(3R)-1-(6-methoxy-3-pyridyl)pyrrolidin-3-yl]methanon ClC=1C(=C2C(=NC1C)CN(C2)C(=O)[C@H]2CN(CC2)C=2C=NC(=CC2)OC)C